C(CCCCCCCCCCC)(=O)OCC(CO)(CO)CO pentaerythritol dodecanoate